C(C)N(CCCOC(=O)OCC(COC(CCCCCCC\C=C/C\C=C/CCCCC)=O)COC(CCCCCCCC(CCCCC)CCCCC)=O)CC (9Z,12Z)-3-(((3-(diethylamino)propoxy)carbonyl)oxy)-2-(((9-pentyltetradecanoyl)oxy)methyl)propyloctadeca-9,12-dienoate